2,6-Dimethyl-hydroquinone tert-butyl-(1R,2S,4S)-2-((5-(7-cyano-1H-indol-3-yl)-3-methylpyrazin-2-yl)oxy)-7-azabicyclo[2.2.1]heptane-7-carboxylate C(C)(C)(C)OC(=O)N1[C@H]2[C@H](C[C@@H]1CC2)OC2=NC=C(N=C2C)C2=CNC1=C(C=CC=C21)C#N.CC2=C(O)C(=CC(=C2)O)C